4-bromo-2,6-difluoro-aniline BrC1=CC(=C(N)C(=C1)F)F